C(C)OC1=CC2=C(N=C(N=C2N[C@H](C)C=2C(=C(C=CC2)C(C(C)(O)C)(F)F)F)C)C=N1 1-(3-{(1R)-1-[(6-ethoxy-2-methylpyrido[3,4-d]pyrimidin-4-yl)amino]ethyl}-2-fluorophenyl)-1,1-difluoro-2-methylpropan-2-ol